(2S)-2-(4-chlorophenoxy)-N-[2-(2-methoxyethoxy)ethoxy]propanamide ClC1=CC=C(O[C@H](C(=O)NOCCOCCOC)C)C=C1